BrC(C(=O)OC)C1=C2[C@H](COCC2=CC(=C1)F)C methyl 2-bromo-2-((R)-7-fluoro-4-methylisochroman-5-yl)acetate